ClC1=CC(=C(COC2=NN(C=C2)C2=CC(=C(C=C2C)CC(=O)OC)F)C=C1)F methyl 2-(4-(3-((4-chloro-2-fluorobenzyl)oxy)-1H-pyrazol-1-yl)-2-fluoro-5-methylphenyl)acetate